NCCCC[C@@H](C(CSC=1C=NC(=NC1)C)=O)NC(C(C)(C)OC)=O (S)-N-(7-amino-1-((2-methylpyrimidin-5-yl)thio)-2-oxohept-3-yl)-2-methoxy-2-methylpropanamide